(S)-2-(((6-((2-fluoro-6-(trifluoromethyl)pyridin-3-yl)oxy)pyridin-3-yl)methyl)amino)-5-(hydroxymethyl)-5-methyl-4-(methyl-d3)-4,5,9,10-tetrahydro-6H,8H-pyrido[3,2,1-de]pteridin-6-one FC1=NC(=CC=C1OC1=CC=C(C=N1)CNC=1N=C2N([C@@](C(N3C2=C(N1)CCC3)=O)(C)CO)C([2H])([2H])[2H])C(F)(F)F